4-(3-((benzyloxy)methyl)-4-ethyl-5-oxo-4,5-dihydro-1H-1,2,4-triazol-1-yl)-5-fluoro-2-iodobenzoic acid C(C1=CC=CC=C1)OCC1=NN(C(N1CC)=O)C1=CC(=C(C(=O)O)C=C1F)I